2-[4-[[4-[4-[(2,6-difluorophenyl)methyl]-5-oxo-1,2,4-triazol-1-yl]-2-fluoro-phenoxy]methyl]thiazol-2-yl]acetonitrile FC1=C(C(=CC=C1)F)CN1C=NN(C1=O)C1=CC(=C(OCC=2N=C(SC2)CC#N)C=C1)F